methyl-1,2,3,4-tetrahydrospiro[1-benzazepine-5,1-cyclopropane]-2-one hydrochloride Cl.CC1C2(C1)CCC(NC1=C2C=CC=C1)=O